O=C1NC=C(C(N1)=O)C=1C=C(C=2N(N1)C=CN2)[C@@H]2[C@H](C2)C2=C(C(=O)OC)C=CC=C2 methyl 2-((1S,2S)-2-(6-(2,4-dioxo-1,2,3,4-tetrahydropyrimidin-5-yl)imidazo[1,2-b]pyridazin-8-yl)cyclopropyl)benzoate